ClC(C)(C)C1=CC(=CC=C1)C(C)(Cl)C 1,3-bis(1-chloro-1-methylethyl)benzene